5-{2-[2-(3,4-Dihydronaphthalin-2-sulfonamido)phenyl]ethynyl}pyridin C1=C(CCC2=CC=CC=C12)S(=O)(=O)NC1=C(C=CC=C1)C#CC=1C=CC=NC1